1-cyclopropyl-3-(4-nitrophenyl)-1H-pyrazolo[4,3-c]pyridin-4-amine C1(CC1)N1N=C(C=2C(=NC=CC21)N)C2=CC=C(C=C2)[N+](=O)[O-]